Ethyl (R)-1-(1,7-dichloro-2,6-naphthyridin-3-yl)benzoate ClC1=NC(=CC2=CN=C(C=C12)Cl)[C@@]1(C(=O)OCC)CC=CC=C1